γ-methyleneglutamine C=C(C[C@H](N)C(=O)O)C(N)=O